ClCOC(N(C)C1=NC=CC=C1COP(=O)(OC(C)(C)C)OC(C)(C)C)=O.S1C(=CC=C1)C=CC(=O)N 3-(thiophen-2-yl)acrylamide chloromethyl-(3-(((di-tert-butoxyphosphoryl)oxy)methyl)pyridin-2-yl)(methyl)carbamate